3,4-diacetyloxy-1-butene C(C)(=O)OC(C=C)COC(C)=O